N[C@@H](C(=O)O)CNC(C1=CC(=CC(=C1)F)N1N=C(N=C1C)C)=O (R)-2-amino-3-(3-(3,5-dimethyl-1H-1,2,4-triazol-1-yl)-5-fluorobenzamido)propanoic acid